7-(4-Cyclopropyl-6-methoxypyrimidin-5-yl)-1-(4-(5-methyl-3-(trifluoromethyl)-1H-pyrazol-1-yl)benzyl)-3,4-dihydropyrimido[4,5-d]pyrimidin-2(1H)-one C1(CC1)C1=NC=NC(=C1C1=NC=C2C(=N1)N(C(NC2)=O)CC2=CC=C(C=C2)N2N=C(C=C2C)C(F)(F)F)OC